CC1=CC(=NC(=C1)C)SC=1N=NC(=C(C1C(=N)NO)C)C 3-[(4,6-Dimethylpyridin-2-yl)sulfanyl]-N-hydroxy-5,6-dimethylpyridazine-4-carboxamidine